2-(2-(5-isopropylcyclohex-1-en-1-yl)vinyl)-1,3-dioxolan C(C)(C)C1CCC=C(C1)C=CC1OCCO1